3-fluoro-4-hydroxybutane-2-one FC(C(C)=O)CO